C(C1=CC=CC=C1)OC(=O)NCCC1=CC=C(C=C1)N1C2CN(CC1C2)C(=O)OC(C)(C)C tert-Butyl 6-(4-(2-(((benzyloxy)carbonyl)amino)ethyl)phenyl)-3,6-diazabicyclo[3.1.1]heptane-3-carboxylate